N1CCC=C1 dihydro-1H-pyrrole